1-[5-Ethylsulfonyl-6-[4-oxo-7-(trifluoromethyl)chromen-3-yl]-3-pyridinyl]cyclopropane-carbonitrile C(C)S(=O)(=O)C=1C=C(C=NC1C1=COC2=CC(=CC=C2C1=O)C(F)(F)F)C1(CC1)C#N